C(C)(C)(C)C1=CC=C(OC2=C(C(=C(C(=O)OC)C=C2)C)C)C=C1 methyl 4-(4-(tert-butyl) phenoxy)-2,3-dimethylbenzoate